FC1=CC=C(\C=C(\C=C(\C(=O)OCC)/C)/CCCCCC)C=C1 (E)-ethyl 4-((E)-4-fluorobenzylidene)-2-methyldec-2-enoate